FC1=NC=CC(=C1C=O)NC(OC(C)(C)C)=O tert-butyl N-(2-fluoro-3-formylpyridin-4-yl)carbamate